C(CCC)OS(=O)(=O)C1=CC=CC=C1 (R)-Benzenesulfonic acid butyl ester